2-amino-1-(4-isopropoxy-2-methylphenyl)-2-methylpropan NC(CC1=C(C=C(C=C1)OC(C)C)C)(C)C